3-amino-N-[(3R)-7-[(2R,4S)-4-amino-2-(methoxymethyl)pyrrolidin-1-yl]-3,4-dihydro-2H-1-benzopyran-3-yl]-6-methylthieno[2,3-b]pyridine-2-carboxamide NC1=C(SC2=NC(=CC=C21)C)C(=O)N[C@H]2COC1=C(C2)C=CC(=C1)N1[C@H](C[C@@H](C1)N)COC